BrC=1C=C(C(=C(C1)CCC(C)(S(=O)N)C)SC1=C(C=CC=C1)CO)C(F)(F)F [[5-bromo-2-[2-(hydroxymethyl)phenyl]sulfanyl-3-(trifluoromethyl)phenyl]methyl]-2-methyl-propane-2-sulfinamide